((2-hydroxynaphthalen-1-yl)methyl)isoquinolin-7-ol OC1=C(C2=CC=CC=C2C=C1)CC1=NC=CC2=CC=C(C=C12)O